FC1=C(C(=C(C(=C1F)F)F)F)C1=NOC(=C1)CO[C@@H]([C@@](CN1N=CN=C1)(O)C1=C(C=C(C=C1)F)F)C (2R,3R)-3-((3-(2,3,4,5,6-pentafluorophenyl)isoxazol-5-yl)-methoxy)-2-(2,4-difluorophenyl)-1-(1H-1,2,4-triazol-1-yl)butan-2-ol